N-Benzyl-4-(2-chloro-N-(1-methyl-1H-indazol-5-yl)acetamido)tetrahydro-2H-pyran-4-carboxamide C(C1=CC=CC=C1)NC(=O)C1(CCOCC1)N(C(CCl)=O)C=1C=C2C=NN(C2=CC1)C